CC1=NC=CN=C1 METHYL-2-PYRAZINE